7-(((3R,4S)-3-fluoro-1-methylpiperidin-4-yl)amino)-1,1-dioxido-3-(thiazol-4-yl)benzo[b]thiophen F[C@@H]1CN(CC[C@@H]1NC1=CC=CC2=C1S(C=C2C=2N=CSC2)(=O)=O)C